N-(4-((R*)-2-(3,4-dichlorophenyl)propyl)-6-(((R)-1-hydroxy-4-methylpentan-2-yl)amino)-1,3,5-triazin-2-yl)methanesulfonamide ClC=1C=C(C=CC1Cl)[C@@H](CC1=NC(=NC(=N1)N[C@@H](CO)CC(C)C)NS(=O)(=O)C)C |o1:8|